C1=C(C=CC2=CC=CC=C12)NC(OC(C)(C)C)=O tert-butyl N-(naphthalene-2-yl)carbamate